(S)-2-((((9H-fluoren-9-yl)methoxy)carbonyl)amino)-3-(5-chloro-2-(1-(difluoromethyl)-1H-pyrazol-4-yl)phenyl)propanoic acid C1=CC=CC=2C3=CC=CC=C3C(C12)COC(=O)N[C@H](C(=O)O)CC1=C(C=CC(=C1)Cl)C=1C=NN(C1)C(F)F